COC1CN(C1)C(CN1N=CC2=NC=C(C=C21)C2=CC(=CC=C2)C(F)(F)F)=O 1-(3-Methoxyazetidin-1-yl)-2-[6-[3-(trifluoromethyl)phenyl]pyrazolo[4,3-b]pyridin-1-yl]ethanone